Z-vinyl phosphonate P(OC=C)([O-])=O